N1=C2C(=CC=C1)CN(C2)C(CN2C(O[C@@]1(C2=O)CCC2=CC(=CC=C21)NC(=O)NC)=O)=O (S)-1-(3'-(2-(5,7-dihydro-6H-pyrrolo[3,4-b]pyridin-6-yl)-2-oxoethyl)-2',4'-dioxo-2,3-dihydrospiro[indene-1,5'-oxazolidine]-5-yl)-3-methylurea